N-[1-[5-amino-2-(5-bromo-2-pyridinyl)-4-iodo-pyrazol-3-yl]ethyl]-N-methyl-3,5-bis(trifluoromethyl)benzamide NC=1C(=C(N(N1)C1=NC=C(C=C1)Br)C(C)N(C(C1=CC(=CC(=C1)C(F)(F)F)C(F)(F)F)=O)C)I